7-(cyclopropylmethoxy)-5-fluoro-2-(2-(piperidin-4-yl)ethyl)quinazolin-4(3H)-one C1(CC1)COC1=CC(=C2C(NC(=NC2=C1)CCC1CCNCC1)=O)F